3-(3-(2-(4-(methylsulfonyl)phenyl)-2,3-dihydroimidazo[4,5-d]pyrrolo[2,3-b]pyridine-1(6H)-yl)pyrrolidin-1-yl)propionitrile CS(=O)(=O)C1=CC=C(C=C1)C1NC=2C(=C3C(=NC2)NC=C3)N1C1CN(CC1)CCC#N